1-(6',7'-dichloro-9'-(1-methyl-1H-pyrazol-3-yl)-1',5'-dihydrospiro[cyclopropane-1,4'-pyrrolo[3,2-c:4,5-c']dipyridin]-2'(3'H)-yl)-2-hydroxyethan-1-one ClC1=C2C(=C(N=C1Cl)C1=NN(C=C1)C)C=1CN(CC3(C1N2)CC3)C(CO)=O